C(C)S(=O)(=O)OC1=CC=C(C=C1)NC(=O)NC1=CC=C(C=C1)OS(=O)(=O)CC N,N'-bis-[4-(ethanesulfonyloxy)phenyl]urea